[N+](=[N-])=CC(CC[C@@H](C(=O)OC(C)C)NC(CO)=O)=O isopropyl (S)-6-diazo-2-(2-hydroxyacetamido)-5-oxohexanoate